CC1=C(C=CC=C1C1=CC=2N(C=C1)C(=CN2)N2N=C(C=C2)C(=O)OCC)C2=CC=CC=C2 ethyl 1-(7-(2-methyl-[1,1'-biphenyl]-3-yl)imidazo[1,2-a]pyridine-3-yl)-1H-pyrazole-3-carboxylate